chromium silicide [Si].[Cr].[Cr].[Cr]